1-(4-(4-bromo-2-(4-(((tert-butoxycarbonyl)amino)methyl)piperidin-1-yl)benzamido)-6-methylpyrimidin-2-yl)piperidine-3-carboxylic acid methyl ester COC(=O)C1CN(CCC1)C1=NC(=CC(=N1)NC(C1=C(C=C(C=C1)Br)N1CCC(CC1)CNC(=O)OC(C)(C)C)=O)C